FC(C(=O)O)(F)F.ClC=1C=C(C=CC1C(=O)N1CCN(CC1)C(=O)[C@H]1NC[C@@H](C1)O)NC(=O)C=1N(C(=CN1)C1=C(C(=C(C=C1)OC)F)F)C N-[3-chloro-4-[4-[(2S,4R)-4-hydroxypyrrolidine-2-carbonyl]piperazine-1-carbonyl]phenyl]-5-(2,3-difluoro-4-methoxy-phenyl)-1-methyl-imidazole-2-carboxamide trifluoroacetate